1-{[(benzyloxy)carbonyl]amino}-3-oxocyclobutane-1-carboxylic acid propan-2-yl ester CC(C)OC(=O)C1(CC(C1)=O)NC(=O)OCC1=CC=CC=C1